(3-chloro-5-(4-oxa-7-azaspiro[2.5]octan-6-yl)phenyl)boronic acid ClC=1C=C(C=C(C1)C1COC2(CC2)CN1)B(O)O